O=C1N(C(C2=CC(=CC=C12)C1=CN=NN1)=O)C=1C=C(C=CC1C(=O)OCC)C1=CC(=C(C=C1)F)F ethyl 3-[1,3-dioxo-5-(1H-1,2,3-triazol-5-yl)-1,3-dihydro-2H-isoindol-2-yl]-3',4'-difluoro[1,1'-biphenyl]-4-carboxylate